3-((5-Cyano-4-methoxypyrimidin-2-yl)amino)pyrrolidin C(#N)C=1C(=NC(=NC1)NC1CNCC1)OC